C\C(=C/C1CCN(CC1)C(=O)OC(C)(C)C)\C(N1CCC=CC1=O)=O tert-butyl (E)-4-(2-methyl-3-oxo-3-(6-oxo-3,6-dihydropyridin-1(2H)-yl)prop-1-en-1-yl)piperidine-1-carboxylate